C1NCC2C1CN(C2)C=2C=NC(=NC2)NC2CCC(CC2)OC2=C1C=C(C=NC1=CC(=N2)N2CCOCC2)NS(=O)(=O)C N-[5-[4-[[5-(2,3,3a,4,6,6a-hexahydro-1H-pyrrolo[3,4-c]pyrrol-5-yl)pyrimidin-2-yl]amino]cyclohexoxy]-7-morpholino-1,6-naphthyridin-3-yl]methanesulfonamide